FC1(CCC(CC1)C=1OC=C(N1)CC1=C(C=NC=C1)F)F 2-(4,4-difluorocyclohexyl)-4-((3-fluoropyridin-4-yl)methyl)oxazole